(E)-2-(3-(2-cyano-2-(6-isopropoxy-1H-benzo[d]imidazol-2-yl)vinyl)-2,5-dimethyl-1H-pyrrol-1-yl)-4,5-dimethylfuran-3-carbonitrile C(#N)\C(=C/C1=C(N(C(=C1)C)C=1OC(=C(C1C#N)C)C)C)\C1=NC2=C(N1)C=C(C=C2)OC(C)C